(4-(4-(trifluoromethyl)isoxazol-3-yl)phenyl)acrylamide FC(C=1C(=NOC1)C1=CC=C(C=C1)C(C(=O)N)=C)(F)F